O=C(CCCCC(=O)O)OCCC(CCCCC)CCCCC 6-oxo-6-(3-pentyloctoxy)hexanoic acid